2-{[(2,6-dichlorophenyl)methyl]amino}-4-[(1-oxo-1,2,3,4-tetrahydroisoquinolin-5-yl)amino]pyrimidine-5-carboxamide ClC1=C(C(=CC=C1)Cl)CNC1=NC=C(C(=N1)NC1=C2CCNC(C2=CC=C1)=O)C(=O)N